FC(SN1S(=O)(=O)C2=CC=CC=C2C1=O)(F)F N-(trifluoromethylthio)saccharin